NCCNCCC[Si](OCC(CCCC)CC)(OCC(CCCC)CC)OCC(CCCC)CC N-(2-Aminoethyl)-3-aminopropyltris(2-ethylhexoxy)silan